2-amino-3-(4-chlorophenyl)propionic acid NC(C(=O)O)CC1=CC=C(C=C1)Cl